C(C)(C)(C)OC(=O)N1CCN(CC1)C=1C(=NC(=CC1)C(NCC)=O)C 4-[6-(ethylcarbamoyl)-2-methyl-3-pyridinyl]piperazine-1-carboxylic acid tert-butyl ester